FC=1C=CC=C2CC3(C(N(C12)CC1=CC=C(C=C1)OC)=O)CC3 8'-fluoro-1'-(4-methoxybenzyl)-1',4'-dihydro-2'H-spiro[cyclopropane-1,3'-quinolin]-2'-one